COC1([C@](OC=2C=C(C=C(C2C1=O)O)O)(C1=CC=C(O)C=C1)OC)OC trimethoxynaringenin